3-(3-(4-((2-fluorophenoxy)methyl)benzyl)isoxazol-5-yl)pyridin-2-amine FC1=C(OCC2=CC=C(CC3=NOC(=C3)C=3C(=NC=CC3)N)C=C2)C=CC=C1